triazole cinnamate C(C=CC1=CC=CC=C1)(=O)O.N1N=NC=C1